C1(=CC=CC=C1)N(C1=CC(=C(C=C1)C1=CC=CC=C1)C1=CC=CC=C1)C1=CC=C(C=C1)C1=CC=C(C=C1)C1=CC=C(C=C1)N(C1=CC=CC=C1)C1=CC(=C(C=C1)C1=CC=CC=C1)C1=CC=CC=C1 4,4''-bis{N-phenyl-N-(2-phenylbiphenyl-4-yl)amino}-1,1':4',1''-terphenyl